N1=CC(=CC=C1)COC1=C(C=2C(=NON2)C(=C1)OCC=1C(=C(C=CC1)C1=CC=CC=C1)Br)CN1[C@H](C[C@H](C1)O)C(=O)O (2R,4R)-N-((5-(pyridin-3-ylmethoxy)-7-((2-bromo-[1,1'-biphenyl]-3-yl)methoxy)benzo[c][1,2,5]oxadiazol-4-yl)methyl)-4-hydroxyproline